1-(2-chloroethyl)-3-methylbenzene ClCCC1=CC(=CC=C1)C